ClC=1C(N(C(=CC1OCC1=NC=C(C=C1F)F)C)C1=CC(=NC=C1C)[Sn](CCCC)(CCCC)CCCC)=O 3-Chloro-4-((3,5-difluoropyridin-2-yl)methoxy)-5',6-dimethyl-2'-(tributylstannyl)-2H-[1,4'-bipyridin]-2-one